ethyl 3-fluoro-7-(4-fluoro-2-methoxy-phenyl)-4-oxo-5H-thieno[3,2-c]pyridine-6-carboxylate FC1=CSC2=C1C(NC(=C2C2=C(C=C(C=C2)F)OC)C(=O)OCC)=O